FC=1C(=C(C=CC1)NC=1C=C(N=NC1C(NC([2H])([2H])[2H])=O)NC1=NC=C(C(=O)O)C=C1)OC 6-((5-((3-fluoro-2-methoxyphenyl)amino)-6-((methyl-d3)carbamoyl)pyridazin-3-yl)amino)nicotinic Acid